N-(4-(4-(2-(4,4-difluoropiperidin-1-yl)pyrimidin-4-yl)-1H-1,2,3-triazol-1-yl)-3-(6-azaspiro[2.5]oct-6-yl)phenyl)-2-hydroxyethane-1-sulfonamide FC1(CCN(CC1)C1=NC=CC(=N1)C=1N=NN(C1)C1=C(C=C(C=C1)NS(=O)(=O)CCO)N1CCC2(CC2)CC1)F